BrC1=CC=C(S1)C(=O)NC=1C=CC=C2C=CC=NC12 5-bromo-N-(quinolin-8-yl)thiophene-2-carboxamide